FC=1C=CC(=NC1)N1CC2(C1)CNC2 2-(5-Fluoropyridin-2-yl)-2,6-diazaspiro[3.3]Heptane